methyltri(3,4-epoxycyclohexylethyldimethylsiloxy)silane C[Si](O[Si](CCC1CC2C(CC1)O2)(C)C)(O[Si](CCC2CC1C(CC2)O1)(C)C)O[Si](C)(C)CCC1CC2C(CC1)O2